FC(C)(F)C=1C=C(C=CC1)NC(=O)C1C(=NN(C1=O)C1=C(C=C(C=C1)OC)F)C N-(3-(1,1-difluoroethyl)phenyl)-1-(2-fluoro-4-methoxyphenyl)-3-methyl-5-oxo-4,5-dihydro-1H-pyrazole-4-carboxamide